lauryl acetoacetate (lauryl acetoacetate) C(CCCCCCCCCCC)CC(CC(=O)O)=O.C(CC(=O)C)(=O)OCCCCCCCCCCCC